F[C@H]1CN(CC[C@@H]1C1=NN(C(=C1)C)C1=CC=C(C=C1)OC(F)(F)F)C(=O)OC(C)(C)C tert-butyl (3R,4R)-3-fluoro-4-[5-methyl-1-[4-(trifluoromethoxy)phenyl]pyrazol-3-yl]piperidine-1-carboxylate